[2H]COC1=NC=C(C=C1C(=O)N[C@@H](CC(=O)OC(C)(C)C)C)C1=CC=C2C(=NNC2=C1)C(NC)=O tert-butyl (3R)-3-{[2-(deutero)methoxy-5-[3-(methylcarbamoyl)-1H-indazol-6-yl]pyridin-3-yl]formamido}butanoate